CC1=CNC2=NC=C(C=C21)C=2C=C1CCN(CC1=C(C2)[C@H]2NCCC2)C(=O)N2CC(OCC2)C(F)(F)F (2S)-2-[6-(3-methyl-1H-pyrrolo[2,3-b]pyridin-5-yl)-2-[2-(trifluoromethyl)morpholine-4-carbonyl]-1,2,3,4-tetrahydroisoquinolin-8-yl]pyrrolidine